FC(CN1N(C2=NC(=NC=C2C1=O)SC)C1=NC(=CC(=C1)OCOC)C(C)(C)O)F 2-(2,2-Difluoroethyl)-1-(6-(2-hydroxypropan-2-yl)-4-(methoxymethoxy)pyridin-2-yl)-6-Methylthio-1,2-dihydro-3H-pyrazolo[3,4-d]pyrimidin-3-one